2-cyclohexyl-2-(3-methylpentyl)-1,3-dimethoxypropane C1(CCCCC1)C(COC)(COC)CCC(CC)C